2,4-disulfobenzoic acid S(=O)(=O)(O)C1=C(C(=O)O)C=CC(=C1)S(=O)(=O)O